NC=1SC(=CN1)C(C)(C)O 2-(2-aminothiazol-5-yl)propan-2-ol